CC1=NN2C(C(N(C3=CC=CC=C23)C)C([2H])([2H])[2H])=N1 2,5-dimethyl-4-(methyl-d3)-4,5-dihydro-[1,2,4]triazolo[1,5-a]quinoxalin